Cl.C(C)(=O)C=1C=CC(=C(C1)C=1C=C2C(=NNC2=CC1)NC(=O)[C@H]1CNCC1)Cl (3R)-N-[5-(5-acetyl-2-chlorophenyl)-1H-indazol-3-yl]pyrrolidine-3-carboxamide hydrochloride